(2-(difluoromethoxy)-6-methoxypyridin-3-yl)carbamic chloride FC(OC1=NC(=CC=C1NC(=O)Cl)OC)F